(S)-8-cyclopentyl-7-ethyl-2-[4-(2-oxo-2-thiomorpholinoethylsulfonyl)-2-methoxyphenylamino]-5-methyl-7,8-dihydropteridin-6(5H)-one C1(CCCC1)N1[C@H](C(N(C=2C=NC(=NC12)NC1=C(C=C(C=C1)S(=O)(=O)CC(N1CCSCC1)=O)OC)C)=O)CC